2,6-Difluoro-3-(1-methyl-6-(2-(1-methyl-1H-pyrazol-4-yl)morpholino)-1H-pyrazolo[3,4-d]pyrimidin-3-yl)-5-(trifluoromethyl)phenol FC1=C(C(=C(C=C1C1=NN(C2=NC(=NC=C21)N2CC(OCC2)C=2C=NN(C2)C)C)C(F)(F)F)F)O